FCCC1=NN(C2=NC=C(C=C21)O)COCC[Si](C)(C)C 3-(2-fluoroethyl)-1-[[2-(trimethylsilyl)ethoxy]methyl]pyrazolo[3,4-b]pyridin-5-ol